C12(C(C(C(CC1)C(C)C)=O)O2)C menthenone oxide